C(C)OC(CO[C@H]1C[C@H](N(C1)C([C@H](C(C)(C)C)NC(=O)C1=CC2=C(S1)C=CC(=C2)C(F)(F)P(O)(O)=O)=O)C(NC2=CC=C(C=C2)I)=O)=O ((2-(((S)-1-((2S,4S)-4-(2-ethoxy-2-oxoethoxy)-2-((4-iodophenyl)carbamoyl)pyrrolidin-1-yl)-3,3-dimethyl-1-oxobutan-2-yl)carbamoyl)benzo[b]thiophen-5-yl)difluoromethyl)phosphonic acid